OC(CC(=O)OC)CCCCCCCCCCC 3-HYDROXYTETRADECANOIC ACID, METHYL ESTER